N1CC(CCC1)C=O PIPERIDINE-3-CARBALDEHYDE